7,13-Abietadien-18-oic acid CC(C)C1=CC2=CC[C@@H]3[C@@]([C@H]2CC1)(CCC[C@@]3(C)C(=O)O)C